5-amino-3-chloro-6-(2,3-dichlorophenyl)pyrazine-2-carbonitrile NC=1N=C(C(=NC1C1=C(C(=CC=C1)Cl)Cl)C#N)Cl